ClC=1N=C(C=2N=CN=C(C2N1)N)C 6-chloro-8-methylpyrimidino[5,4-d]Pyrimidin-4-amine